ethyl-2-morpholinopropanamide C(C)C(C(=O)N)(C)N1CCOCC1